COC=1C=C(C=CC1)C1=CC(=NC(=C1)N)N 4-(3-Methoxyphenyl)pyridine-2,6-diamine